[I-].CN1CN(C=C1)C1=CC=CC=C1 1-methyl-3-phenylimidazole iodide salt